ClC1=C(C#N)C(=CC=C1C1(CC=2C3=C(NC2C=C1)C(=NC=C3)C)Cl)Cl 2,6-Dichloro-3-(6-chloro-1-methyl-9H-pyrido[3,4-b]indol-6-yl)-benzonitrile